(E)-1-(2-Hydroxyphenyl)-3-phenylprop-2-en-1-one OC1=C(C=CC=C1)C(\C=C\C1=CC=CC=C1)=O